C1(CC1)NC(=O)C1=CN=C2N1N=C(C=C2N(C)CC2=CC=C(C=C2)OC)NC=2C(N(C=CC2)C2=NC=C(C=C2)C(=O)[O-])=O 3-{[3-(cyclopropylcarbamoyl)-8-{[(4-methoxyphenyl)methyl](methyl)amino}imidazo[1,2-b]pyridazin-6-yl]amino}-2-oxo-[1,2'-bipyridine]-5'-carboxylate